2-[5-(bromomethyl)-4-iodo-3-isopropoxy-pyrazol-1-yl]ethoxy-tert-butyl-dimethyl-silane BrCC1=C(C(=NN1CCO[Si](C)(C)C(C)(C)C)OC(C)C)I